tert-Butyl 4-[4-[8-chloro-7-[2-methyl-3-(2-trimethylsilylethoxymethyl)benzimidazol-5-yl]oxy-quinoxalin-2-yl]pyrazol-1-yl]piperidine-1-carboxylate ClC=1C(=CC=C2N=CC(=NC12)C=1C=NN(C1)C1CCN(CC1)C(=O)OC(C)(C)C)OC1=CC2=C(N=C(N2COCC[Si](C)(C)C)C)C=C1